C(C)(C)(C)OC(NC1=CC=C2C(=N1)C1(COC2=O)CC1)=O (5'-oxo-5'H,7'H-spiro[cyclopropane-1,8'-pyrano[4,3-b]pyridin]-2'-yl)carbamic acid tert-butyl ester